O=C1N(CCC1)CC1CN(CCC1)S(=O)(=O)C1=CC=C(C=C1)NC(=O)NCC=1C=NC=CC1 1-(4-{3-[(2-oxopyrrolidin-1-yl)methyl]piperidine-1-sulfonyl}phenyl)-3-(pyridin-3-ylmethyl)urea